2-methyl-5-phenylpentane hydrochloride Cl.CC(C)CCCC1=CC=CC=C1